2-tert-butyl-1H-benzimidazole C(C)(C)(C)C1=NC2=C(N1)C=CC=C2